C1=CC=C(C=C1)N2C(=CC=N2)NS(=O)(=O)C3=CC=C(C=C3)N The molecule is a sulfonamide that is sulfanilamide in which the sulfonamide nitrogen is substituted by a 1-phenyl-1H-pyrazol-5-yl group. It is a selective inhibitor of cytochrome P450 (CYP) 2C9 isozyme, and antibacterial agent. It has a role as an antibacterial drug, an EC 1.14.13.181 (13-deoxydaunorubicin hydroxylase) inhibitor, an EC 1.14.13.67 (quinine 3-monooxygenase) inhibitor and a P450 inhibitor. It is a substituted aniline, a sulfonamide, a member of pyrazoles, a primary amino compound and a sulfonamide antibiotic.